3-(6-amino-5-nitropyridin-3-yl)-7-(4-bromo-3-(trifluoromethyl)benzoyl)-6-methyl-2-thioxo-2,3,5,6,7,8-hexahydropyrido[3,4-d]pyrimidin-4(1H)-one NC1=C(C=C(C=N1)N1C(NC2=C(C1=O)CC(N(C2)C(C2=CC(=C(C=C2)Br)C(F)(F)F)=O)C)=S)[N+](=O)[O-]